O=C1NC(CCC1OC1=CC(=C(C(=C1)F)C1CCN(CC1)CC(=O)O)F)=O 2-[4-[4-[(2,6-dioxo-3-piperidyl)oxy]-2,6-difluoro-phenyl]-1-piperidyl]acetic acid